CN1N=C2C(CN(C3=C(C=CC=C23)N)C)=N1 2,5-dimethyl-4,5-dihydro-2H-[1,2,3]triazolo[4,5-c]quinolin-6-amine